C(C)(C)C1=NOCC1 3-isopropyl-4,5-dihydroisoxazole